6-chloro-3-nitro-5-(trifluoromethyl)pyridine-2-carboxylic acid methyl ester COC(=O)C1=NC(=C(C=C1[N+](=O)[O-])C(F)(F)F)Cl